4-Chloro-N2-cyclopropyl-5-fluoro-benzene-1,2-diamine ClC=1C=C(C(=CC1F)N)NC1CC1